CN1CCN(CC1)C=1C=CC(=NC1)CNC(=O)C=1SC=2C(C=3C=CN=CC3C(C2N1)=O)=O N-((5-(4-methylpiperazin-1-yl)pyridin-2-yl)methyl)-4,9-dioxo-4,9-dihydrothiazolo[5,4-g]isoquinoline-2-carboxamide